2-amino-3-methyl-N-((2R)-3,3,3-trifluoro-2-methylpropyl)-N-((5-(trifluoromethyl)-2-pyridinyl)methyl)-6-quinolinecarboxamide NC1=NC2=CC=C(C=C2C=C1C)C(=O)N(CC1=NC=C(C=C1)C(F)(F)F)C[C@H](C(F)(F)F)C